C1(CC1)SCCSCCSC1CC1 bis(β-cyclopropylthioethyl) sulfide